1,2-dihydroxy-propanesulfonate OC(C(C)O)S(=O)(=O)[O-]